9-(1-((2-bromo-6-chloropyridin-3-yl)amino)-2-hydroxyethyl)-3-ethyl-4,7-dimethyl-3,4-dihydro-5H-pyrazolo[3,4-c]isoquinolin-5-one BrC1=NC(=CC=C1NC(CO)C=1C=2C3=C(N(C(C2C=C(C1)C)=O)C)N(N=C3)CC)Cl